COC(C1=NC(=C(C=C1[N+](=O)[O-])C(F)(F)F)O[C@@H](C)CCCC#C[C@@](C(F)(F)F)(O)C(=O)OCC1=CC=CC=C1)=O 6-(((2S,8R)-8-((benzyloxy)carbonyl)-9,9,9-trifluoro-8-hydroxynon-6-yn-2-yl)oxy)-3-nitro-5-(trifluoromethyl)picolinic acid methyl ester